C(C)OC(CC(C=1C=NC(=CC1)OC)N1N=CC(=N1)CCCC1=NC2=NC=CC=C2C=C1)=O 3-(4-(3-(1,8-naphthyridin-2-yl)propyl)-2H-1,2,3-triazol-2-yl)-3-(6-methoxy-pyridin-3-yl)propionic acid ethyl ester